N-(2-(4-((6-(2,4-dioxotetrahydropyrimidin-1(2H)-yl)pyridazin-3-yl)methyl)piperazin-1-yl)ethyl)-4,9-dioxo-4,9-dihydronaphtho[2,3-b]furan-2-carboxamide O=C1N(CCC(N1)=O)C1=CC=C(N=N1)CN1CCN(CC1)CCNC(=O)C1=CC2=C(O1)C(C1=CC=CC=C1C2=O)=O